1-[3-[[tert-butyl(diphenyl)silyl]oxymethyl]oxetan-3-yl]ethanone [Si](C1=CC=CC=C1)(C1=CC=CC=C1)(C(C)(C)C)OCC1(COC1)C(C)=O